3-{[1-({(3R,4R)-1-[(3-chloro-5-iodothiophen-2-yl)carbonyl]-3-phenylpiperidin-4-yl}carbonyl)-4-hydroxypiperidin-4-yl]methyl}-7-methyl-3,7-dihydro-4H-pyrrolo[2,3-d]pyrimidin-4-one ClC1=C(SC(=C1)I)C(=O)N1C[C@H]([C@@H](CC1)C(=O)N1CCC(CC1)(O)CN1C=NC2=C(C1=O)C=CN2C)C2=CC=CC=C2